ClC=1C=C(C=CC1OC)CNC1=NC(=NC=C1C(=O)NCC1=NC=CC=N1)N1[C@@H](CCC1)CO 4-[[(3-chloro-4-methoxyphenyl)methyl]amino]-2-[(2S)-2-(hydroxymethyl)-1-pyrrolidinyl]-N-(2-pyrimidinylmethyl)-5-pyrimidinecarboxamide